C(#N)C1=CC=CC=2N(C(N(C21)C(C)C)=O)C2=CC(=CC=C2)OC(F)F 4-cyano-1-(3-(difluoromethoxy)phenyl)-3-isopropyl-2-oxo-2,3-dihydro-1H-benzo[d]imidazole